NC=1C=C2C(=CC=NC2=CN1)C1=NN2C(C(NCC2)=O)=C1NC1=C(C(=CC=C1)F)OC 2-(6-amino-1,7-naphthyridin-4-yl)-3-[(3-fluoro-2-methoxyphenyl)amino]-5H,6H,7H-pyrazolo[1,5-a]pyrazin-4-one